ClC1=C(C=CC=C1)C(C(=O)C1=CC(=CC(=C1)OC)OC)=O 1-(2-chlorophenyl)-2-(3,5-dimethoxyphenyl)ethane-1,2-dione